OC1=CC=2C(C3=CC=C(C=C3C(C2C=C1)=O)O)=O 2,6-dihydroxyanthracene-9,10-dione